NC12CC3(CC(CC(C1)C3)C2)C(=O)OC(C)(C)C tert-Butyl 3-aminoadamantane-1-carboxylate